5-(2-Methoxy-6-methylphenyl)-1,2-dihydro-3H-pyrazolo[4,3-c]pyridazine-3,6(5H)-dione COC1=C(C(=CC=C1)C)N1N=C2C(=CC1=O)NNC2=O